3-chloro-2,4-difluoro-benzenesulfonic acid ClC=1C(=C(C=CC1F)S(=O)(=O)O)F